3-(3-(2-(3-methylisoxazol-5-yl)acetamido)-1H-1,2,4-triazol-1-yl)cyclopentyl (1-methyl cyclopropyl)carbamate CC1(CC1)NC(OC1CC(CC1)N1N=C(N=C1)NC(CC1=CC(=NO1)C)=O)=O